CN(CCN1N=NN=C1S)C 1-(2-dimethylaminoethyl)-5-mercaptotetrazole